ClC(C1=NC(=NO1)C1=CC=C(C=C1)P(OCC)(=O)NC1=C(C=C(C=C1)Cl)Cl)(F)F ethyl P-(4-(5-(chlorodifluoromethyl)-1,2,4-oxadiazol-3-yl)phenyl)-N-(2,4-dichlorophenyl)phosphonamidate